octanoic acid 4-cyano-2,6-diiodophenyl ester C(#N)C1=CC(=C(C(=C1)I)OC(CCCCCCC)=O)I